2-[(S)-1-Cyclopropylethyl]-5-(2-amino-3-{(1-spiro[2.2]pentylamino)carbonyl}-1,4,7a-triaza-5-indenyl)-7-(methylsulfonylamino)-1-isoindolinone C1(CC1)[C@H](C)N1C(C2=C(C=C(C=C2C1)C1=NC2=C(C(=NN2C=C1)N)C(=O)NC1CC12CC2)NS(=O)(=O)C)=O